OCNC(CC)S(=O)(=O)O (hydroxymethyl)aminopropanesulfonic acid